tert-butyl (R)-(1-(benzo[d][1,3]dioxol-5-yl)propan-2-yl)(methyl)carbamate O1COC2=C1C=CC(=C2)C[C@@H](C)N(C(OC(C)(C)C)=O)C